(S)-4-(3,4-dimethylpiperazin-1-yl)-2-methoxy-5-methylaniline C[C@H]1CN(CCN1C)C1=CC(=C(N)C=C1C)OC